NC(CCC[C@H](N)C(=O)O)N ε-aminolysine